4-(icosan-3-yl)oxazol-2(3H)-one CCC(CCCCCCCCCCCCCCCCC)C=1NC(OC1)=O